ClC1=CC(=C(C=C1OC1=C(C=CC=C1)O)N1C(N(C(=CC1=O)C(C)(F)F)C)=O)F 3-[4-chloro-2-fluoro-5-(2-hydroxyphenoxy)phenyl]-6-(1,1-difluoroethyl)-1-methylpyrimidine-2,4-dione